(E)-2-hydroxyimino-3-oxo-N-[3-(trifluoromethyl)phenyl]butanamide O\N=C(\C(=O)NC1=CC(=CC=C1)C(F)(F)F)/C(C)=O